FC1=NC(=CC(=C1CCNC(OC(C)(C)C)=O)I)OC tert-butyl (2-(2-fluoro-4-iodo-6-methoxypyridin-3-yl)ethyl)carbamate